C1(CC1)NCCC(=O)OCC Ethyl N-cyclopropyl-beta-alaninate